7-fluoro-N-(2-fluoro-4-methoxyphenethyl)-N-(prop-2-yn-1-yl)benzo[d]-thiazol-2-amine FC1=CC=CC=2N=C(SC21)N(CC#C)CCC2=C(C=C(C=C2)OC)F